N1=CC=C(C=C1)C1=CN=CN1 5-(pyridin-4-yl)-1H-imidazole